C(C)(C)(C)C1=CC=C(C(=C1)C)C(CC)=O 4-tertiary butyl-2,6-dimethyl-acetyl-benzene